((4-toluenesulfonyloxyimino)-4-methoxyphenyl)acetonitrile CC1=CC=C(C=C1)S(=O)(=O)ON=C1C(C=CC(=C1)OC)CC#N